4-(tert-butyl)-N-((4-(4-pentylbenzoylamino)phenyl)thiocarbamoyl)benzamide C(C)(C)(C)C1=CC=C(C(=O)NC(NC2=CC=C(C=C2)NC(C2=CC=C(C=C2)CCCCC)=O)=S)C=C1